CN(C(C1=C(C=C(C=C1)C1=CN(C2=NC=C(N=C21)C2=CC(=C1CCN(CC1=C2)CCC(N[C@H]2COCC2)=O)C)S(=O)(=O)C2=CC=C(C)C=C2)C)=O)C (R)-N,N,2-trimethyl-4-(2-(5-methyl-2-(3-oxo-3-(tetrahydrofuran-3-ylamino)propyl)-1,2,3,4-tetrahydroisoquinolin-7-yl)-5-tosyl-5H-pyrrolo[2,3-b]pyrazin-7-yl)benzamide